[2-(6-{7-[6-(2-tert-butoxycarbonylamino-ethoxy)-naphthyl]-3,5-dioxo-hepta-1,6-dienyl}-naphthoxy)-ethyl]-carbamic acid tert-butyl ester C(C)(C)(C)OC(NCCOC1=CC=CC2=CC(=CC=C12)C=CC(CC(C=CC1=CC=CC2=CC(=CC=C12)OCCNC(=O)OC(C)(C)C)=O)=O)=O